FC(CN1N=CC(=C1)NC1=NC=C(C(=N1)C=1C(=C(C(=O)O)C=CC1)F)F)F (2-((1-(2,2-difluoroethyl)-1H-pyrazol-4-yl)amino)-5-fluoropyrimidin-4-yl)-2-fluorobenzoic acid